C(C)(C)(C)OC(=O)N1[C@H]([C@H](CC1)NS(=O)(=O)C1CC1)CC=1C(=C(C=CC1)C1=CC(=CC=C1)F)F (2S,3S)-3-((cyclopropylsulfonyl)amino)-2-((2,3'-difluoro[biphenyl]-3-yl)methyl)pyrrolidine-1-carboxylic acid tert-butyl ester